C(=O)(O)C=1C=C(C=C(C1)C(=O)O)OB(O)O 3,5-Dicarboxyphenyl-boric acid